C(C)(=O)NC1=CC(=C(OCC(=O)OCC)C=C1)C(C)=O Ethyl 2-(4-acetylamino-2-acetylphenoxy)acetate